(R)-N-[(2R,3R)-2-(2-Chloro-5-fluoro-3-methyl-phenyl)pyrrolidin-3-yl]-2-methyl-propane-2-sulfinamide ClC1=C(C=C(C=C1C)F)[C@H]1NCC[C@H]1N[S@](=O)C(C)(C)C